(S)-4-(2-(4-(2-acetyl-5-chlorophenyl)-6-oxo-3-(oxetan-3-yloxy)-pyridazin-1(6H)-yl)-3-phenylpropionamido)benzoic acid tert-butyl ester C(C)(C)(C)OC(C1=CC=C(C=C1)NC([C@H](CC1=CC=CC=C1)N1N=C(C(=CC1=O)C1=C(C=CC(=C1)Cl)C(C)=O)OC1COC1)=O)=O